CCCCCCCC(=O)OCCC(C)C The molecule is a fatty acid ester obtained by the formal condensation of isoamylol with caprylic acid. It has a role as a metabolite. It derives from an isoamylol and an octanoic acid.